COCCOCC=1C=C2C=C(NC2=C(C1)N1CCCCC1)C1=CC=CC=C1 5-((2-methoxyethoxy)methyl)-2-phenyl-7-(piperidin-1-yl)-1H-indole